2-(3-chloro-2-pyridinyl)-5-(trifluoromethyl)pyrazole-3-carboxylic acid ClC=1C(=NC=CC1)N1N=C(C=C1C(=O)O)C(F)(F)F